ClC1=NC=C(C=C1)CN1CC[N+]2=C1C(=CC=C2)[N+](=O)[O-] 1-((2-chloropyridin-5-yl)methyl)-8-nitro-2,3-dihydro-1H-imidazo[1,2-a]pyridin-4-ium